C1(CC1)C1=C(C=C(C(=C1)I)C)N(C(C#CC)=O)C1=CC=C2C(=N1)C(=NN2C)O[C@H]2C[C@H](CC2)C(=O)O |r| Racemic-cis-3-({5-[N-(2-cyclopropyl-4-iodo-5-methylphenyl)but-2-ynamido]-1-methylpyrazolo[4,3-b]pyridin-3-yl}oxy)cyclopentane-1-carboxylic acid